C(C1=CC=CC=C1)OC1=NC(=CC=C1C1=CC(=CC=C1)OC1CCNCC1)OCC1=CC=CC=C1 2,6-dibenzyloxy-3-[3-(4-piperidyloxy)phenyl]pyridine